N-((R)-1-(2-(2-fluorophenyl)oxazol-4-yl)ethyl)-2-methylpropane-2-sulfinamide FC1=C(C=CC=C1)C=1OC=C(N1)[C@@H](C)NS(=O)C(C)(C)C